ClC1=CC=C(C=C1)[C@@H]1N(OCC1)C1=CC(=NC=N1)NC=1C(=CC(=C(C1)NC(C=C)=O)N1CCC(CC1)N1CCC(CC1)N(C)C)OC N-(5-((6-((R)-3-(4-chlorophenyl)-isoxazolidine-2-yl)pyrimidine-4-yl)amino)-2-(4-(dimethylamino)-[1,4-bipiperidine]-1'-yl)-4-methoxyphenyl)acrylamide